CN1N=C(C(=C1)C1=C2C(=NC=C1)NC=C2)C=2N=NC=CC2 4-(1-methyl-3-pyridazin-3-yl-pyrazol-4-yl)-1H-pyrrolo[2,3-b]pyridine